[Cl-].C(CCCCCCCCCCCCCCC)N1C(CCCC1C)C 1-hexadecyl-2,6-dimethylpiperidine chloride